3-(2-methyl-hydroxypropionyl)-9-methylcarbazole CC(C(=O)C=1C=CC=2N(C3=CC=CC=C3C2C1)C)CO